C(#N)C1=CC2=C(N(C(N2)=O)C2CCC(CC2)C(=O)NC2=CC(=C(C=C2)C)OC)C=C1 4-(5-cyano-2-oxo-3H-benzimidazol-1-yl)-N-(3-methoxy-4-methyl-phenyl)cyclohexanecarboxamide